ClC=1C(=NC(=NC1)N1[C@H](C[C@@H](CC1)N(C1=CC=C2C(=NN(C2=C1)C)C1C(NC(CC1)=O)=O)C)C)NC=1C=C2CC(N(C2=CC1)C)=O 3-[6-[[(2S,4R)-1-[5-Chloro-4-[(1-methyl-2-oxo-indolin-5-yl)amino]pyrimidin-2-yl]-2-methyl-4-piperidyl]-methyl-amino]-1-methyl-indazol-3-yl]piperidine-2,6-dione